5-[3-[[(3R)-1-(3-Hydroxypropyl)-3-piperidyl]amino]-5-methyl-1,2,4-triazin-6-yl]-2,3-dihydrobenzofuran-4-ol OCCCN1C[C@@H](CCC1)NC=1N=NC(=C(N1)C)C1=CC=C2C(CCO2)=C1O